C(C)(C)(C)OC(=O)N1N=C(C(=C1)C1BOOC1)C 3-methyl-4-(4,5-dioxaborolan-2-yl)-1H-pyrazole-1-carboxylic acid tert-butyl ester